ClC=1C(=CC2=C(N(C[C@H](N(S2(=O)=O)C)C2CCCCC2)C2=C(C=CC=C2)OC)C1)C=1C=CC(=C(C(=O)O)C1)F (R)-5-(7-chloro-3-cyclohexyl-5-(2-methoxyphenyl)-2-methyl-1,1-dioxido-2,3,4,5-tetrahydrobenzo[f][1,2,5]thiadiazepin-8-yl)-2-fluorobenzoic acid